3-chloro-8,9-dihydro-7H-cyclopenta[H]Isoquinoline ClC=1N=CC2=C3C(=CC=C2C1)CCC3